4-(6-fluoro-8-(methylamino)-4-oxo-4,9-dihydro-1H-pyrrolo[2,3-b]quinolin-2-yl)benzoic Acid FC=1C=C2C(C3=C(NC2=C(C1)NC)NC(=C3)C3=CC=C(C(=O)O)C=C3)=O